4-(2-(4-(5-chloro-2-(4-chloro-1H-1,2,3-triazol-1-yl)phenyl)-6-oxopyrimidin-1(6H)-yl)-2-fluoroacetamido)-2-fluoro-N-methylbenzamide ClC=1C=CC(=C(C1)C=1N=CN(C(C1)=O)C(C(=O)NC1=CC(=C(C(=O)NC)C=C1)F)F)N1N=NC(=C1)Cl